FC1=C2CN(C=NC2=CC=C1)CCOC1=CC=CC=C1 5-fluoro-3-(2-phenoxyethyl)-3,4-dihydroquinazolin